O1C(=NC2=C1C=CC=C2)C=2N=C(N(C(C2O)=O)C)N2C(C1=CC=C(C=C1C(C2)C)C(=O)OC)C2=CC=CC=C2 methyl 2-(4-(benzo[d]oxazol-2-yl)-5-hydroxy-1-methyl-6-oxo-1,6-dihydropyrimidin-2-yl)-4-methyl-1-phenyl-1,2,3,4-tetrahydroisoquinoline-6-carboxylate